2-butyl-3-((5'-(isothiazol-3-yl)-2'-(2H-tetrazol-5-yl)-[1,1'-biphenyl]-4-yl)methyl)-1,3-diazaspiro[4.4]non-1-en-4-one C(CCC)C1=NC2(C(N1CC1=CC=C(C=C1)C1=C(C=CC(=C1)C1=NSC=C1)C=1N=NNN1)=O)CCCC2